ClC1=CC2=C(S1)[C@]1(C[C@H](N[C@H](C1)C)C1(CC1)CO)OCC2 [1-[(2'S,6'S,7S)-2-chloro-6'-methyl-spiro[4,5-dihydrothieno[2,3-c]pyran-7,4'-piperidine]-2'-yl]cyclopropyl]methanol